CC(C)N1C2=CC=CC=C2C(=C1/C=C/[C@H](C[C@H](CC(=O)[O-])O)O)C3=CC=C(C=C3)F.[Na+] The molecule is an organic sodium salt resulting from the replacement of the proton from the carboxy group of (3R,5S)-fluvastatin by a sodium ion. It is an organic sodium salt and a statin (synthetic). It contains a (3R,5S)-fluvastatin(1-). It is an enantiomer of a (3S,5R)-fluvastatin sodium.